5-CHLORO-2-[(5-CHLORO-1-METHYL-1H-IMIDAZOL-2-YL)METHOXY]BENZALDEHYDE ClC=1C=CC(=C(C=O)C1)OCC=1N(C(=CN1)Cl)C